N-(2-(cyclohex-1-en-1-yl)-1-(3-methoxyphenyl)ethyl)picolinamide C1(=CCCCC1)CC(C1=CC(=CC=C1)OC)NC(C1=NC=CC=C1)=O